ONC(=O)C=1C=NC(=NC1)NC1CCC2=CC=CC=C12 N-hydroxy-2-((2,3-dihydro-1H-inden-1-yl)amino)pyrimidine-5-carboxamide